ClC=1C=CC(=C(C1)C1=C(C=NC(=C1)C1=NN(C=C1)C)C(=O)NC=1SC=2C(=NC=C(N2)C2CC2)N1)OC 4-(5-chloro-2-methoxy-phenyl)-N-(6-cyclopropylthiazolo[4,5-b]pyrazin-2-yl)-6-(1-methylpyrazol-3-yl)pyridine-3-carboxamide